4-((1-(4-(2-(3-aminopyrazin-2-yl)-5-(2,5-dimethyl-2H-1,2,3-triazol-4-yl)-3H-imidazo[4,5-b]pyridin-3-yl)benzyl)piperidin-4-yl)amino)pyrimidine-2-carbonitrile NC=1C(=NC=CN1)C1=NC=2C(=NC(=CC2)C2=NN(N=C2C)C)N1C1=CC=C(CN2CCC(CC2)NC2=NC(=NC=C2)C#N)C=C1